ClC1=CC=C(C(=N1)C(=O)O)N[C@H](C)C1=C2N=C(C(=NC2=CC(=C1)C)C#N)N1CCN(CC1)C1=CC=C(C=C1)S(NC)(=O)=O (R)-6-chloro-3-((1-(2-cyano-7-methyl-3-(4-(4-(N-methylsulfamoyl)phenyl)piperazin-1-yl)quinoxalin-5-yl)ethyl)amino)picolinic acid